8-(6-Fluoro-1-methylsulfonyl-1H-indol-4-yl)-1,4,4,7,9-pentamethyl-5H-[1,2,4]triazolo[4,3-a]quinoxaline FC1=CC(=C2C=CN(C2=C1)S(=O)(=O)C)C1=C(C=C2NC(C=3N(C2=C1C)C(=NN3)C)(C)C)C